FC1=C(C=CC(=C1)F)C(CN1N=NC(=C1)COC1=CC=C(C=C1)/C=C/C(=O)C1=CC=C(C=C1)N1CCN(CC1)C)(CN1N=CN=C1)O (E)-3-[4-[[1-[2-(2,4-Difluorophenyl)-2-hydroxy-3-(1,2,4-triazol-1-yl)propyl]triazol-4-yl]methoxy]phenyl]-1-[4-(4-methylpiperazin-1-yl)phenyl]prop-2-en-1-one